Pentanoic acid 7-methyl-5-(3-[4-(1-methyl-piperidin-4-yl)-piperazin-1-yl]-3-oxo-2-{[4-(2-oxo-1,2-dihydro-quinolin-3-yl)-piperidine-1-carbonyl]-amino}-propyl)-indazol-1-ylmethyl ester CC=1C=C(C=C2C=NN(C12)COC(CCCC)=O)CC(C(=O)N1CCN(CC1)C1CCN(CC1)C)NC(=O)N1CCC(CC1)C=1C(NC2=CC=CC=C2C1)=O